5-((2-(1H-pyrazol-4-yl)pyridin-4-yl)oxy)pyridin-2-amine N1N=CC(=C1)C1=NC=CC(=C1)OC=1C=CC(=NC1)N